5-hydroxy-7-(2-hydroxyethoxy)-4H-1-benzopyran-4-one OC1=CC(=CC2=C1C(C=CO2)=O)OCCO